OC=1C=C2C(=CN(C2=CC1)[C@@H]1O[C@@H]([C@H]([C@@H]([C@H]1O)O)O)CO)CCNC(C)=O N-(2-(5-hydroxy-1-((2R,3R,4S,5S,6R)-3,4,5-trihydroxy-6-(hydroxymethyl)tetrahydro-2H-pyran-2-yl)-1H-indol-3-yl)ethyl)acetamide